4-(3-((5-chloro-2-((3-methyl-1-(1-methylpyrrolidin-3-yl)-1H-pyrazol-4-yl)amino)pyrimidin-4-yl)amino)propyl)-1,4-oxazepan-3-one ClC=1C(=NC(=NC1)NC=1C(=NN(C1)C1CN(CC1)C)C)NCCCN1C(COCCC1)=O